C(C)[NH-] ethyl-amide